1-(4-trifluoromethyl-benzyl)-2-quinolinone FC(C1=CC=C(CN2C(C=CC3=CC=CC=C23)=O)C=C1)(F)F